3-(benzyloxy)-5-(1-(4-fluorophenyl)-1H-pyrazol-4-yl)-4-methylpicolinic acid C(C1=CC=CC=C1)OC=1C(=NC=C(C1C)C=1C=NN(C1)C1=CC=C(C=C1)F)C(=O)O